fluoromethyl pentafluoropropyl ether FC(COCF)(C(F)(F)F)F